1-(5-bromo-2-methyl-2H-1,2,3-triazol-4-yl)-N-ethylethan-1-amine BrC=1C(=NN(N1)C)C(C)NCC